COC1=CC(=CC2=C1OC(=C2)C3=CC(=C(C=C3)O)OC)CCCO 2-(4-hydroxy-3-methoxyphenyl)-7-methoxy-5-benzofuranpropanol